benzyl (7-(2-((3aR,4S,6R,6aS)-6-(4-amino-7H-pyrrolo[2,3-d]pyrimidin-7-yl)-2,2,4-trimethyltetrahydro-4H-cyclopenta[d][1,3]dioxol-4-yl)ethyl)quinolin-2-yl)carbamate NC=1C2=C(N=CN1)N(C=C2)[C@@H]2C[C@]([C@@H]1[C@H]2OC(O1)(C)C)(C)CCC1=CC=C2C=CC(=NC2=C1)NC(OCC1=CC=CC=C1)=O